CN1C(=NN=C1)C1=CC=C(C=C1)C=1C=CC(=NC1)NC1=CC2=C(OC[C@H]3N2C(CC3)=O)N=C1 (S)-2-((5-(4-(4-methyl-4H-1,2,4-triazol-3-yl)-phenyl)pyridin-2-yl)-amino)-6,6a,7,8-tetra-hydro-9H-pyrido[2,3-b]pyrrolo[1,2-d][1,4]-oxazin-9-one